tert-butyl (2S,4S)-4-(ethylamino)-2-methylpyrrolidine-1-carboxylate C(C)N[C@H]1C[C@@H](N(C1)C(=O)OC(C)(C)C)C